(5-methyltetrahydrofuran-2-yl)oxypentan-2-ol CC1CCC(O1)OCC(CCC)O